tert-butyl 4-(4-nitro-phenyl)-piperazine-1-carboxylate [N+](=O)([O-])C1=CC=C(C=C1)N1CCN(CC1)C(=O)OC(C)(C)C